C(C1=CC=CC=C1)OC1CC2(C(N(C=3C=NC=4C=C(C(=CC4C32)Br)F)C)=O)C1 3-(benzyloxy)-8'-bromo-7'-fluoro-3'-methyl-spiro[cyclobutane-1,1'-pyrrolo[2,3-c]quinoline]-2'(3'H)-one